CC(COC=1C=C(C=CC1)C1=CC(=NN1CC=1C=CC=C2C=NN(C12)C)COC(C(=O)O)(C)C)(C)C 2-([5-[3-(2,2-Dimethylpropoxy)phenyl]-1-[(1-methyl-1H-indazol-7-yl)methyl]-1H-pyrazol-3-yl]methoxy)-2-methylpropanoic acid